FC(CN1C(=NC=2C1=NC(=CC2)C=2C=CN1N=C(N=CC12)NC1CCC(CC1)(O)C)C)F (1S,4s)-4-((5-(3-(2,2-difluoroethyl)-2-methyl-3H-imidazo[4,5-b]pyridin-5-yl)pyrrolo[2,1-f][1,2,4]triazin-2-yl)amino)-1-methylcyclohexane-1-ol